Zinc-oxide [O-2].[Zn+2]